(7S)-7-tert-butyl-N-[(1R)-3-(4-hydroxy-1-piperidyl)-1-[3-[[(3S)-1-methylpyrrolidin-3-yl]carbamoyl]phenyl]propyl]-5,6,7,8-tetrahydrothiazolo[5,4-b]quinoline-2-carboxamide C(C)(C)(C)[C@@H]1CC=2C=C3C(=NC2CC1)SC(=N3)C(=O)N[C@H](CCN3CCC(CC3)O)C3=CC(=CC=C3)C(N[C@@H]3CN(CC3)C)=O